3-(Trifluoromethyl)Benzenesulfonamide 2,2,2-Trifluoroacetate FC(C(=O)O)(F)F.FC(C=1C=C(C=CC1)S(=O)(=O)N)(F)F